(3R,5R,6R)-3-((S)-3-amino-2-oxopyrrolidin-1-yl)-6-((Z)-2-(2-aminothiazol-4-yl)-2-(((2-carboxypropan-2-yl)oxy)imino)acetamido)-7-oxo-4-thia-1-azabicyclo[3.2.0]heptane-3-carboxylate N[C@@H]1C(N(CC1)[C@@]1(CN2C([C@H]([C@H]2S1)NC(\C(=N/OC(C)(C)C(=O)O)\C=1N=C(SC1)N)=O)=O)C(=O)[O-])=O